N-(4-(((1H-Pyrrol-3-yl)methyl)amino)-2-amino-3-fluorophenyl)octanamid N1C=C(C=C1)CNC1=C(C(=C(C=C1)NC(CCCCCCC)=O)N)F